tetramethylurea hexafluorophosphate Phosphate P(=O)([O-])([O-])[O-].F[P-](F)(F)(F)(F)F.CN(C(N(C)C)=O)C